C(C=C)(=O)N1CCC(CC1)OP(=O)([O-])[O-] mono-(1-acryloyl-piperidin-4-yl)-phosphate